N-(3-Cyano-4-methyl-1H-indol-7-yl)-1-(oxetan-3-yl)pyrazol-4-sulfonamid C(#N)C1=CNC2=C(C=CC(=C12)C)NS(=O)(=O)C=1C=NN(C1)C1COC1